C(C)(C)(C)OC(=O)N1CCC(CC1)NCC1=CC=CC=C1 4-(benzylamino)piperidine-1-carboxylic acid tert-butyl ester